O1COC2=C1C=CC(=C2)C([C@@H](CCC)N2CCCC2)=O (R)-1-(benzo[d][1,3]dioxol-5-yl)-2-(pyrrolidin-1-yl)pentan-1-one